COC1=CC=C(C=C1)C1CC(=NN1S(=O)(=O)C=1C=C(C)C=CC1)C1=CC=C(C=C1)C 5-(4-methoxyphenyl)-3-(p-tolyl)-1-(m-toluenesulfonyl)-4,5-dihydro-1H-pyrazole